NCC=1C=C(C=CC1)C=1C=CC2=C(C(=CO2)COC2=C(C(=O)OC)C=CC=C2)C1 methyl 2-((5-(3-(aminomethyl)phenyl)benzofuran-3-yl)methoxy)benzoate